N[C@H]1CS(C2=C(N(C1=O)CC1=CC=C(C=C1)Cl)C=C(C(=C2)F)C2=NOC(=N2)C(C(F)(F)F)(C)N)(=O)=O (3R)-3-amino-7-[5-(1-amino-2,2,2-trifluoro-1-methyl-ethyl)-1,2,4-oxadiazol-3-yl]-5-[(4-chlorophenyl)methyl]-8-fluoro-1,1-dioxo-2,3-dihydro-1lambda6,5-benzothiazepin-4-one